CN1C(=CC=C1)C(C)=O 1-(1-methyl-1H-pyrrol-2-yl)ethanone